(R)-1-(4-((4-((2-fluoro-4-((2-(3-methoxypyrrolidin-1-yl)pyridin-4-yl)oxy)phenyl)amino)-7-methoxyquinazolin-6-yl)amino)piperidin-1-yl)prop-2-en-1-one FC1=C(C=CC(=C1)OC1=CC(=NC=C1)N1C[C@@H](CC1)OC)NC1=NC=NC2=CC(=C(C=C12)NC1CCN(CC1)C(C=C)=O)OC